N1=CC=C2N1C=CC=C2CCC[C@H]2C[C@@H]1N(CCNC1)C2=O (7S,8aS)-7-(3-(pyrazolo[1,5-a]pyridin-4-yl)propyl)hexahydropyrrolo[1,2-a]pyrazin-6(2H)-one